FC1=C(C=CC(=C1)F)C1=CC(=NO1)C(=O)NC1(CN(C1)C(=O)OC(C)(C)C)CC(NC1(CC1)C1=NC=CC=N1)=O tert-butyl 3-(5-(2,4-difluorophenyl)isoxazole-3-carboxamido)-3-(2-oxo-2-((1-(pyrimidin-2-yl)cyclopropyl)amino)ethyl)azetidine-1-carboxylate